ClC1=C(C(=CC=C1)O)C1=C2C(=NC(=C1C#N)N1CC3(CN(C3)C(C=C)=O)CC1)C[C@H](OC2)C2=C(N=CS2)C (7S)-4-(2-chloro-6-hydroxyphenyl)-7-(4-methyl-1,3-thiazol-5-yl)-2-(2-(2-propenoyl)-2,6-diazaspiro[3.4]octan-6-yl)-7,8-dihydro-5H-pyrano[4,3-b]pyridine-3-carbonitrile